P(OC1=C(C=C(C=C1C)C(C)(C)C)C(C)(C)C)(OC1=C(C=C(C=C1C)C(C)(C)C)C(C)(C)C)OCC bis(2,4-di-t-butyl-6-methylphenyl) ethyl phosphite